BrC=1C=C(C(=C2CCCC12)C=O)C(=O)OC methyl 7-bromo-4-formyl-2,3-dihydro-1H-indene-5-carboxylate